O[C@H]1[C@H](O[C@@]2([C@@H](CCO2)NC(=O)C2=C(C=CC3=CC=CC=C23)OC)[C@@H]([C@H]1N1N=NC(=C1)C1=CC(=C(C(=C1)F)F)F)O)CO N-((4R,5S,7R,8R,9S,10R)-8,10-dihydroxy-7-(hydroxymethyl)-9-(4-(3,4,5-trifluorophenyl)-1H-1,2,3-triazol-1-yl)-1,6-dioxaspiro[4.5]dec-4-yl)-2-methoxy-1-naphthamide